The molecule is a tartrate salt obtained by reaction of varenicline with one equivalent of (R,R)-tartaric acid. A partial agonist for nicotinic cholinergic receptors, it is used as an aid to giving up smoking. It has a role as a nicotinic acetylcholine receptor agonist and a serotonergic agonist. It contains a varenicline(1+). C1C2CNCC1C3=CC4=NC=CN=C4C=C23.[C@@H]([C@H](C(=O)O)O)(C(=O)O)O